(2R,3S)-3-((2-(3-(difluoromethoxy)-6-methylquinolin-8-yl)-5-fluorobenzo[d]thiazol-6-yl)oxy)butan-2-yl (2-methylpyrimidin-5-yl)carbamate CC1=NC=C(C=N1)NC(O[C@H](C)[C@H](C)OC1=CC2=C(N=C(S2)C=2C=C(C=C3C=C(C=NC23)OC(F)F)C)C=C1F)=O